N-(3-(4-((1-(2-hydroxy-3-methoxypropyl)piperidin-4-yl)amino)-1-(2,2,2-trifluoroethyl)-1H-indol-2-yl)prop-2-yn-1-yl)-N-(2-hydroxy-4-(methylsulfonyl)phenyl)isobutyramide OC(CN1CCC(CC1)NC1=C2C=C(N(C2=CC=C1)CC(F)(F)F)C#CCN(C(C(C)C)=O)C1=C(C=C(C=C1)S(=O)(=O)C)O)COC